2-tertiary butyl-4-methoxybenzyl-magnesium chloride C(C)(C)(C)C1=C(C[Mg]Cl)C=CC(=C1)OC